CN1C(C=CC2=CC=CC(=C12)C1=CC=C(C=C1)CCCC)[O-] 1-methyl-8-(4-n-butyl-phenyl)quinolinolate